C(C)(C)(C)OC(NCC1N(C2CC(C1C)C2)CC2=CC=C(C=C2)OC)=O N-({2-[(4-methoxyphenyl)methyl]-4-methyl-2-azabicyclo[3.1.1]hept-3-yl}methyl)carbamic acid tert-butyl ester